NC=1C(=NC(=C(N1)F)Br)C=1C=C2C(CNC(C2=CC1)=O)(F)F 6-(3-amino-6-bromo-5-fluoropyrazin-2-yl)-4,4-difluoro-3,4-dihydroisoquinolin-1(2H)-one